C(=O)(OCC1C2=CC=CC=C2C2=CC=CC=C12)N([C@@H](CC(C)C)C(=O)O)C Fmoc-N-methyl-L-leucine